(2R,6S)-2,6-dimethyl-4-[5-(propane-2-sulfonyl)pyrimidin-2-yl]piperazine-1-carbonyl chloride C[C@H]1N([C@H](CN(C1)C1=NC=C(C=N1)S(=O)(=O)C(C)C)C)C(=O)Cl